N1=C(C=NC=C1)CN1C(=CC2=CC(=CC=C12)C1CCOCC1)C(=O)O 1-(pyrazin-2-ylmethyl)-5-(tetrahydro-2H-pyran-4-yl)-1H-indole-2-carboxylic acid